BrC1=CN=C2C(CCN(C2=C1C)C(=O)OC(C)(C)C)=O tert-butyl 7-bromo-8-methyl-4-oxo-2,3-dihydro-1,5-naphthyridine-1-carboxylate